FC=1C=C(C=NC1N[C@@H]1C[C@H](CC1)NC1=NOC(=N1)C)N1C(C=CC=C1)=O 5'-fluoro-6'-(((1S,3S)-3-((5-methyl-1,2,4-oxadiazol-3-yl)amino)cyclopentyl)amino)-2H-[1,3'-bipyridyl]-2-one